2-[4-benzyloxy-2-(4-tert-butyl-5-chloro-2-methyl-phenyl)-5,6-dimethyl-3-pyridyl]-4-methyl-oxazole C(C1=CC=CC=C1)OC1=C(C(=NC(=C1C)C)C1=C(C=C(C(=C1)Cl)C(C)(C)C)C)C=1OC=C(N1)C